3-(3-ethyl-1H-pyrazol-1-yl)-5-fluorobenzoic acid C(C)C1=NN(C=C1)C=1C=C(C(=O)O)C=C(C1)F